C1(=CC=CC=C1)C1=C(OCCOC(C=C)=O)C=CC=C1 Acrylic acid 2-Phenylphenoxyethyl ester